OCCC=1C=C2COCC2=CC1 5-hydroxyethyl-1,3-dihydroisobenzofuran